4-{(1R,3R)-3-[3-(cyclopropylmethyl)-1,2,4-oxadiazol-5-yl]-2,2-dimethylcyclopropyl}benzenesulfonamide Ethyl-imidazo[1,2-a]pyrazine-2-carboxylate C(C)OC(=O)C=1N=C2N(C=CN=C2)C1.C1(CC1)CC1=NOC(=N1)[C@H]1C([C@@H]1C1=CC=C(C=C1)S(=O)(=O)N)(C)C